C1(=CC=CC=C1)C1N(CCC2(CC2)C1)C(=O)OCC1=CC=CC=C1 benzyl 7-phenyl-6-azaspiro[2.5]octane-6-carboxylate